5-bromo-2-methyl-benzooxazole BrC=1C=CC2=C(N=C(O2)C)C1